(5-methyl-2-(2,2,2-trifluoroethoxy)pyridin-4-yl)methanamine CC=1C(=CC(=NC1)OCC(F)(F)F)CN